N1C[C@@H](CCC1)C(=O)N |r| racemic-3-piperidineformamide